[C@@H]1([C@H](O)[C@@H](O)[C@H](O)[C@H](O1)CO)OC1C[C@]2(O[C@@H]3[C@H]([C@@H]2C)[C@]2(C(C[C@@H]4[C@]5(CC[C@@H](C[C@@H]5CC[C@H]4[C@@H]2C3)O)C)=O)C)OC[C@@H]1C (25S)-24-O-beta-D-glucosyl-5alpha-spirostan-12-one-3β,24-diol